(R)-4-(((4-bromophenyl)amino)(1-(tert-butyl)-1H-tetrazol-5-yl)methyl)benzonitrile BrC1=CC=C(C=C1)N[C@H](C1=CC=C(C#N)C=C1)C1=NN=NN1C(C)(C)C